3-(3-(2-nitrobenzamido)azetidin-1-yl)-2-(1H-pyrrol-1-yl)benzoic acid [N+](=O)([O-])C1=C(C(=O)NC2CN(C2)C=2C(=C(C(=O)O)C=CC2)N2C=CC=C2)C=CC=C1